[C@H]1(CCC2=CC=CC=C12)NC(=O)[C@]1(C=2C=CC=NC2[C@H](CC1)O)F (5S,8S)-N-((R)-2,3-dihydro-1H-inden-1-yl)-5-fluoro-8-hydroxy-5,6,7,8-tetrahydroquinoline-5-carboxamide